4-nitro-1-tosyl-1H-benzo[d]imidazol-2(3H)-one [N+](=O)([O-])C1=CC=CC=2N(C(NC21)=O)S(=O)(=O)C2=CC=C(C)C=C2